N-(5-Chloro-6-(1,3,4-oxadiazol-2-yl)pyridin-3-yl)-1-(isochinolin-4-yl)-5-(trifluoromethyl)-1H-pyrazol-4-carboxamid ClC=1C=C(C=NC1C=1OC=NN1)NC(=O)C=1C=NN(C1C(F)(F)F)C1=CN=CC2=CC=CC=C12